FC1=C(C(=CC=C1)F)C1=N[C@H](C(NC=2SC=3CCCCOC3C12)=O)C (13S)-15-(2,6-difluorophenyl)-13-methyl-3-oxa-9-thia-11,14-diazatricyclo[8.5.0.02,8]pentadecan-1(10),2(8),14-trien-12-one